6-(benzyloxy)-3-chloro-2-fluoro-4-hydroxy-6-benzyloxybenzaldehyde C(C1=CC=CC=C1)OC1(C=C(C(=C(C1C=O)F)Cl)O)OCC1=CC=CC=C1